tert-butyl (1R,4R)-5-{4-methyl-5-nitro-6-[(pyridin-4-yl)amino]pyridin-2-yl}-2,5-diazabicyclo[2.2.1]heptane-2-carboxylate CC1=CC(=NC(=C1[N+](=O)[O-])NC1=CC=NC=C1)N1[C@H]2CN([C@@H](C1)C2)C(=O)OC(C)(C)C